tetrabromophenyl (3-ethyl-3-oxetylmethyl) ether C(C)C1(COC1)COC1=C(C(=C(C(=C1)Br)Br)Br)Br